C(C)(=O)O[C@H]1[C@H](O)O[C@@H]([C@@H]([C@@H]1OC(C)=O)O)COC(C)=O 2,3,6-tri-O-acetyl-β-D-galactopyranose